3-(5-(((3S,4R)-4-methylpyrrolidin-3-yl)oxy)-1-oxoisoindolin-2-yl)piperidine-2,6-dione C[C@H]1[C@@H](CNC1)OC=1C=C2CN(C(C2=CC1)=O)C1C(NC(CC1)=O)=O